FC(C1=NC=C(C=N1)C(C)N1C(C=2N(CC1)N=C1C2CNCC1)=O)(F)F 9-(1-(2-(trifluoromethyl)pyrimidin-5-yl)ethyl)-1,2,3,4,8,9-hexahydropyrido[4',3':3,4]pyrazolo[1,5-a]pyrazin-10(7H)-one